2-[4-(5-{[(5-Chlorothiophen-2-yl)methyl]amino}-1H-pyrazol-3-yl)piperidin-1-yl]-1-(morpholin-4-yl)ethan-1-on ClC1=CC=C(S1)CNC1=CC(=NN1)C1CCN(CC1)CC(=O)N1CCOCC1